1,3,8-trimethyl-5-[[(1R)-1-[3-(difluoromethyl)-2-fluoro-phenyl]ethyl]amino]imidazo[4,5-g]phthalazin-2-one CN1C(N(C=2C1=CC=1C(=NN=C(C1C2)N[C@H](C)C2=C(C(=CC=C2)C(F)F)F)C)C)=O